3-(cyanomethoxy)-4-{[3-(4-{[(1S,4S)-4-[(2-methoxyethyl)(methyl)amino]cyclohexyl]amino}-1-(2,2,2-trifluoroethyl)-1H-indol-2-yl)prop-2-yn-1-yl]amino}benzene-1-sulfonamide C(#N)COC=1C=C(C=CC1NCC#CC=1N(C2=CC=CC(=C2C1)NC1CCC(CC1)N(C)CCOC)CC(F)(F)F)S(=O)(=O)N